C(#C)N1N=CC2=CC(=CC=C12)C=1N=NNC1 ethynyl-5-(1H-1,2,3-triazole-4-yl)-1H-indazole